1,3,5-tris-[3,5-bis(4-adamantyl-phenyl)-4-adamantyl-phenyl]adamantane C12(CC3CC(CC(C1)C3)C2)C2=CC=C(C=C2)C=2C=C(C=C(C2C23CC1CC(CC(C2)C1)C3)C3=CC=C(C=C3)C31CC2CC(CC(C3)C2)C1)C12CC3(CC(CC(C1)C3)(C2)C2=CC(=C(C(=C2)C2=CC=C(C=C2)C23CC1CC(CC(C2)C1)C3)C31CC2CC(CC(C3)C2)C1)C1=CC=C(C=C1)C12CC3CC(CC(C1)C3)C2)C2=CC(=C(C(=C2)C2=CC=C(C=C2)C23CC1CC(CC(C2)C1)C3)C31CC2CC(CC(C3)C2)C1)C1=CC=C(C=C1)C12CC3CC(CC(C1)C3)C2